CC1=CC(=NC=C1OC1=CC(=C2C(=N1)N(C=N2)C)NC=2N=NC(=CC2)N2[C@H]1CN([C@@H](C2)C1)C)C#N 4-methyl-5-[3-methyl-7-[[6-[(1R,4R)-5-methyl-2,5-diazabicyclo[2.2.1]heptan-2-yl]pyridazin-3-yl]amino]imidazo[4,5-b]pyridin-5-yl]oxypyridine-2-carbonitrile